1-(4-(3-(3-fluorophenyl)-1H-pyrrolo[2,3-b]pyridin-5-yl)benzyl)piperidin-3-ol FC=1C=C(C=CC1)C1=CNC2=NC=C(C=C21)C2=CC=C(CN1CC(CCC1)O)C=C2